C1(CCCCC1)=NOCCN(C(OC(C)(C)C)=O)CC tert-butyl (2-((cyclohexylideneamino)oxy)ethyl)(ethyl)-carbamate